N-(4-cyclobutyl-3-(4-fluorophenyl)-1-methyl-1H-pyrazol-5-yl)-1-(trifluoromethyl)cyclopropane-1-carboxamide C1(CCC1)C=1C(=NN(C1NC(=O)C1(CC1)C(F)(F)F)C)C1=CC=C(C=C1)F